(S)-N-((R or S)-(4-chlorophenyl)(3-(trifluoromethyl)bicyclo[1.1.1]pentan-1-yl)methyl)-2-oxooxazolidine-5-carboxamide ClC1=CC=C(C=C1)[C@H](NC(=O)[C@@H]1CNC(O1)=O)C12CC(C1)(C2)C(F)(F)F |o1:7|